BrCC1=C2C(=CC(=C1)O2)CBr 2,6-di(bromomethyl)-1,4-phenylenoxid